2-[(2,3-xylyl)amino]benzoic acid C1(=C(C(=CC=C1)C)C)NC1=C(C(=O)O)C=CC=C1